1,1,1,3,3,3-hexafluoropropan-2-yl 4-(7-fluoro-3-methyl-4,5-dihydropyrazolo[1,5-a][1,8]naphthyridin-2-yl)piperidine-1-carboxylate FC=1C=C2CCC=3N(C2=NC1)N=C(C3C)C3CCN(CC3)C(=O)OC(C(F)(F)F)C(F)(F)F